(4-acetylphenyl)silane C(C)(=O)C1=CC=C(C=C1)[SiH3]